2-methyl-6-[5-(methylamino)-4-oxo-3-(piperidin-4-yl)quinazolin-7-yl]imidazo[1,2-a]pyridine-8-carbonitrile CC=1N=C2N(C=C(C=C2C#N)C2=CC(=C3C(N(C=NC3=C2)C2CCNCC2)=O)NC)C1